tert-butyl 4-(difluoromethoxy)-6,7-dimethyl-1,3-dihydro-2H-pyrrolo[3,4-C]pyridine-2-carboxylate FC(OC1=NC(=C(C2=C1CN(C2)C(=O)OC(C)(C)C)C)C)F